N1=CC(=C2N1C=CN=C2)C=O pyrazolo[1,5-a]pyrazine-3-carbaldehyde